tert-butyl N-(3,3-difluorocyclobutyl)-N-(1-{6-[2-(methoxymethoxy)-4-(6-methoxypyridazin-4-yl)phenyl]pyridazin-3-yl}pyrrolidin-3-yl)carbamate FC1(CC(C1)N(C(OC(C)(C)C)=O)C1CN(CC1)C=1N=NC(=CC1)C1=C(C=C(C=C1)C1=CN=NC(=C1)OC)OCOC)F